CC(C(=O)NC=1C=C2C=CN(C2=CC1)CC1=CC(=CC=C1)C(F)(F)F)=C methyl-N-(1-(3-(trifluoromethyl)benzyl)-1H-indol-5-yl)acrylamide